nonafluoroundecyl-ammonium FC(C(C(F)(F)[NH3+])(F)F)(CCCCCCCC(F)(F)F)F